nonenoxybenzenesulfonamide C(=CCCCCCCC)OC1=C(C=CC=C1)S(=O)(=O)N